C(CC(O)(C(=O)[O-])CC(=O)[O-])(=O)OC(C(CCCC)(CCCC)CCCC)=O tributylacetyl citrate